BrC=1C=C2CC(C(C2=CC1)=NS(=O)C(C)(C)C)(C)C N-(5-bromo-2,2-dimethyl-2,3-dihydro-1H-inden-1-ylidene)-2-methylpropane-2-sulfinamide